C(=C)OC(O)=O carbonic acid vinyl ester